N=1N=C(N2N=CC=CC21)[C@@H]2C[C@@H](CCC2)NC(OC(C)(C)C)=O tert-butyl ((1R,3S)-3-([1,2,4]triazolo[4,3-b]pyridazin-3-yl)cyclohexyl)carbamate